N-(5-(2,6-Difluoro-4-methoxyphenyl)-1-methyl-2-(6-methyl-4-((3-methyloxetan-3-yl)methoxy)pyridin-2-yl)-3-oxo-2,3-dihydro-1H-pyrazol-4-yl)-4-(difluoromethoxy)benzamide FC1=C(C(=CC(=C1)OC)F)C1=C(C(N(N1C)C1=NC(=CC(=C1)OCC1(COC1)C)C)=O)NC(C1=CC=C(C=C1)OC(F)F)=O